(S)-4-(1-(1-(4-(trifluoromethyl)benzyl)-5-(3-(trifluoromethyl)phenyl)-1H-indol-7-amido)ethyl)benzoic acid FC(C1=CC=C(CN2C=CC3=CC(=CC(=C23)C(=O)N[C@@H](C)C2=CC=C(C(=O)O)C=C2)C2=CC(=CC=C2)C(F)(F)F)C=C1)(F)F